C(C)(C)(C)OC(=O)N1CC(C1)(C)N.CN(C1CCC2(CCN(CC2)C(=O)C2=CC=C(C=C2)S(=O)(=O)N)CC1)C=1C2=C(N=CN1)NC=C2 4-(9-(methyl-(7H-pyrrolo[2,3-d]pyrimidin-4-yl)amino)-3-azaspiro[5.5]undecane-3-carbonyl)benzenesulfonamide tert-butyl-3-amino-3-methyl-azetidine-1-carboxylate